(1-(cyclopropylmethyl)-1H-imidazol-5-yl)methylene-2-methylpropane C1(CC1)CN1C=NC=C1C=CC(C)C